(Z)-N,N-bis(2-hydroxyethyl)-9-octadecenoic acid amide OCCN(C(CCCCCCC\C=C/CCCCCCCC)=O)CCO